C(CC(=O)C)(=O)[O-].C(CC(=O)C)(=O)[O-].C(C)(C)O[Ti+2]OC(C)C diisopropoxytitanium diacetoacetate